BrC1=CC(=C2C=CN(C2=C1)C(C)(C1=NC=CC=C1)C1=NC=CC=C1)NC(C)=O N-(6-bromo-1-(1,1-di(pyridin-2-yl)ethyl)-1H-indol-4-yl)acetamide